ClC1=CC=C(C(=O)OC2=C(C=C(C=C2)C)OCC)C=C1 2-ethoxy-4-methylphenyl 4-chlorobenzoate